C1(CCC1)C=1C(=NN(C1NC(C[C@@H]1C(C(C1)(F)F)(F)F)=O)C)CC1CC1 (S)-N-(4-cyclobutyl-3-(cyclopropylmethyl)-1-methyl-1H-pyrazol-5-yl)-2-(2,2,3,3-tetra-fluorocyclobutyl)acetamide